8-(4,4,5,5-tetramethyl-1,3,2-dioxaborolan-2-yl)-1,2,3,4-tetrahydro-5H-benzo[e][1,4]diazepin-5-one CC1(OB(OC1(C)C)C=1C=CC2=C(NCCNC2=O)C1)C